6-(3-bromo-4-(2,2,2-trifluoroethyl)-1-((2-(trimethylsilyl)ethoxy)methyl)-1H-pyrazol-5-yl)-8-methoxy-[1,2,4]triazolo[1,5-a]pyridine BrC1=NN(C(=C1CC(F)(F)F)C=1C=C(C=2N(C1)N=CN2)OC)COCC[Si](C)(C)C